N[C@@H](CCC(=O)O)CC1=CC=C(C=C1)O (S)-4-amino-5-(4-hydroxyphenyl)pentanoic acid